tert-butyl ((1S,3r)-3-((R,E)-2-(((benzyloxy)carbonyl)amino)-2-methylpent-3-en-1-yl)cyclobutyl)carbamate C(C1=CC=CC=C1)OC(=O)N[C@](CC1CC(C1)NC(OC(C)(C)C)=O)(\C=C\C)C